ClC1=CNC=2N=C(N=C(C21)NC2CC2)NC2=C(C=C(C=C2)P2(CCN(CC2)C2CC2)=O)OC 4-(4-((5-chloro-4-(cyclopropylamino)-7H-pyrrolo[2,3-d]pyrimidin-2-yl)amino)-3-methoxyphenyl)-1-cyclopropyl-1,4-azaphosphinane 4-oxide